CC=1C(=CN2N=C(N=C(C21)NC2=NC=CC(=C2)OCC(F)(F)F)C=2N(C=CN2)C)C2=NN(C=C2)C 5-Methyl-2-(1-methyl-1H-imidazol-2-yl)-6-(1-methyl-1H-pyrazol-3-yl)-N-(4-(2,2,2-trifluoroethoxy)pyridin-2-yl)pyrrolo[2,1-f][1,2,4]triazin-4-amine